C(#N)C1=CC=C(C=C1)C=1C=C(NC1C1=CC=C(C=C1)C)C(=O)OC Methyl 4-(4-cyanophenyl)-5-(p-tolyl)-1H-pyrrole-2-carboxylate